azobisvaleronitrile N(=NCCCCC#N)CCCCC#N